2-methoxyethyl 2-(2-methoxyethyl)-5-nitro-pyrazole-3-carboxylate COCCN1N=C(C=C1C(=O)OCCOC)[N+](=O)[O-]